3,5,6,7-Tetrahydro-s-indacen-1(2H)-one-7,7-d2 C1(CCC2=CC=3CCC(C3C=C12)([2H])[2H])=O